(4-ethylphenyl)-2,4-dimethyl-1H-imidazole-5-carboxylic acid C(C)C1=CC=C(C=C1)N1C(=NC(=C1C(=O)O)C)C